C(C)(C)C1=NNC(C=2C1=NN(C2)C)=O 7-isopropyl-2-methyl-5H-pyrazolo[3,4-d]pyridazin-4-one